FC=1C=C2C(=CNC2=C(C1)C1=C(C=C2NC(C=3N(C2=C1C)C(=NN3)C)(C)C)OC(F)(F)F)C 8-(5-Fluoro-3-methyl-1H-indol-7-yl)-1,4,4,9-tetramethyl-7-(trifluoromethyloxy)-5H-[1,2,4]triazolo[4,3-a]quinoxaline